Tert-butyl (3S,5S)-3-((tert-butyldimethylsilyl)oxy)-5-fluoropiperidine-1-carboxylate [Si](C)(C)(C(C)(C)C)O[C@@H]1CN(C[C@H](C1)F)C(=O)OC(C)(C)C